(4-cyclopropyl-1H-imidazol-1-yl)-3-(6-(4-isopropyl-4H-1,2,4-triazol-3-yl)pyridin-2-yl)-1,7-dimethylquinolin-4(1H)-one C1(CC1)C=1N=CN(C1)C=1N(C2=CC(=CC=C2C(C1C1=NC(=CC=C1)C1=NN=CN1C(C)C)=O)C)C